terephthalyl dichloride C1=CC(=CC=C1C(=O)Cl)C(=O)Cl